4-(1-aminoethyl)thiazol NC(C)C=1N=CSC1